FC1=CC=C2CCC(C2=C1)N 6-fluoro-2,3-dihydro-1H-inden-1-amine